[3-[5-[(3R)-3-[(2,5,7-trimethyl-[1,2,4]triazolo[1,5-a]pyrimidin-6-yl)oxy]pyrrolidin-1-yl]pyrimidin-2-yl]-1-bicyclo[1.1.1]pentanyl]methanol CC1=NN2C(N=C(C(=C2C)O[C@H]2CN(CC2)C=2C=NC(=NC2)C23CC(C2)(C3)CO)C)=N1